O[C@H](C(=O)O)C(C)(C)C (S)-2-hydroxy-3,3-dimethylbutyric acid